N12C[C@H](C(CC1)CC2)C(=O)O (3S)-1-azabicyclo[2.2.2]octane-3-carboxylic acid